6-fluoro-1-(4-fluoro-3-methylphenyl)-2-isopropyl-5-methoxy-1H-indole-3-carbonitrile FC1=C(C=C2C(=C(N(C2=C1)C1=CC(=C(C=C1)F)C)C(C)C)C#N)OC